N-(1-(1-Benzoyl-2,3-dihydro-1H-pyrido[2,3-b][1,4]oxazin-6-yl)ethyl)-4-chlorobenzamid C(C1=CC=CC=C1)(=O)N1C2=C(OCC1)N=C(C=C2)C(C)NC(C2=CC=C(C=C2)Cl)=O